3-((3-methylpyridin-2-yl)ethynyl)-1H-pyrrole CC=1C(=NC=CC1)C#CC1=CNC=C1